C(C)(CC)OCCNCCCC=1NC=CN1 N-(2-(sec-butoxy)ethyl)-3-(imidazolyl)propan-1-amine